6-chloro-3-(((1R)-1-(3,6-dimethyl-2-(7-(1-methyl-1H-pyrazol-3-yl)-2,7-diazaspiro[4.5]decan-2-yl)-4-oxo-3,4-dihydroquinazolin-8-yl)ethyl)amino)-N-(methylsulfonyl)picolinamide ClC1=CC=C(C(=N1)C(=O)NS(=O)(=O)C)N[C@H](C)C=1C=C(C=C2C(N(C(=NC12)N1CC2(CC1)CN(CCC2)C2=NN(C=C2)C)C)=O)C